CSC1=C(C=C(C(=O)O)C=C1C)C 4-methylsulfanyl-3,5-dimethylbenzoic acid